C(C)P(=O)(C)C1=NC(=C2N=CN(C2=N1)CC1=CC=C(C=C1)OC)NCC1=CC=C(C=C1)OC 2-[ethyl(methyl)phosphoryl]-N,9-bis[(4-methoxyphenyl)methyl]purin-6-amine